NCC1=CC(=C(C=C1)COC1=CC=C(C=C1)NC(=O)NCC=1C=C2CN(C(C2=CC1)=O)C1C(NC(CC1)=O)=O)OC(F)F 1-(4-{[4-(Aminomethyl)-2-difluoromethoxyphenyl]methoxy}phenyl)-3-{[2-(2,6-dioxopiperidin-3-yl)-1-oxo-2,3-dihydro-1H-isoindol-5-yl]methyl}urea